((3-(benzyloxy)pyridin-4-yl)methoxy)-5-(2,5-dimethyl-1,2,3,4-tetrahydroisoquinolin-7-yl)pyrazin-2-amine C(C1=CC=CC=C1)OC=1C=NC=CC1COC=1C(=NC=C(N1)C1=CC(=C2CCN(CC2=C1)C)C)N